FC1=C(C=CC(=C1)[Si](C)(C)C)NC(C(NC(CC=1OC(=NN1)C)=O)C1=CC=C(C=C1)COC)=O N-(2-fluoro-4-(trimethylsilyl)phenyl)-2-(4-(methoxymethyl)phenyl)-2-(((5-methyl-1,3,4-oxadiazol-2-yl)acetyl)amino)acetamide